FC1=C(C(=CC=C1)F)C=1C2=C(NC([C@@H](N1)C)=S)SC1=C2CCCC1 (3S)-5-(2,6-difluorophenyl)-3-methyl-1,3,6,7,8,9-hexahydrobenzothieno[2,3-e][1,4]diazepine-2-Thione